2-(2-(azetidin-1-ylmethyl)-6-chlorobenzyl)isoindoline-1,3-dione N1(CCC1)CC1=C(CN2C(C3=CC=CC=C3C2=O)=O)C(=CC=C1)Cl